COC=1N=CC(=NC1)C1=CC=C2C=C(NC2=C1)CCC(=O)N ((6-(5-methoxypyrazin-2-yl)-1H-indol-2-yl)methyl)acetamide